N-(4-cyano-3-(trifluoromethyl)phenyl)-2-(4-((1-(2-(2,6-dioxopiperidin-3-yl)-1,3-dioxoisoindoline-5-yl)azetidin-3-yl)ethynyl)-1H-pyrazol-1-yl)-3-methylbutanamide C(#N)C1=C(C=C(C=C1)NC(C(C(C)C)N1N=CC(=C1)C#CC1CN(C1)C=1C=C2C(N(C(C2=CC1)=O)C1C(NC(CC1)=O)=O)=O)=O)C(F)(F)F